COCCOC=1C=C2C(=NC=NC2=CC1OCCOC)C1=CC=CC=C1 6,7-bis(2-methoxyethoxy)-4-phenylquinazoline